((1S,6R,7R)-7-(2-fluorophenyl)-3-(3-(8-methoxyquinolin-4-yl)-1H-pyrazolo[3,4-b]pyrazin-6-yl)-3-azabicyclo[4.1.0]heptan-7-yl)methanamine FC1=C(C=CC=C1)[C@]1([C@@H]2CCN(C[C@H]12)C1=CN=C2C(=N1)NN=C2C2=CC=NC1=C(C=CC=C21)OC)CN